ethyl 4,7-difluoro-2-hydroxy-indan-2-carboxylate FC1=C2CC(CC2=C(C=C1)F)(C(=O)OCC)O